C(#N)[C@H]1N(CC(C1)=C)C(=O)OC(C)(C)C tert-butyl (S)-2-cyano-4-methylenepyrrolidine-1-carboxylate